(11Z,14Z)-2-((Dimethylamino)methyl)-2-((9Z,12Z)-octadeca-9,12-dien-1-yl)icosa-11,14-dien-1-ol CN(C)CC(CO)(CCCCCCCC\C=C/C\C=C/CCCCC)CCCCCCCC\C=C/C\C=C/CCCCC